N-[[6-[2-(ethoxymethoxy)-6-methyl-4-(trifluoromethoxy)phenyl]pyridazin-3-yl]methyl]tetrahydropyran-4-amine C(C)OCOC1=C(C(=CC(=C1)OC(F)(F)F)C)C1=CC=C(N=N1)CNC1CCOCC1